C(C)C1=C2C(=CC(=CC2=CC=C1F)O)C1=C(C=2N=C(N=C(C2C=N1)N1C[C@@H](CCC1)CO)OC[C@]12CCCN2C[C@@H](C1)F)F 5-Ethyl-6-fluoro-4-(8-fluoro-2-(((2R,7aS)-2-fluorotetrahydro-1H-pyrrolizin-7a(5H)-yl)methoxy)-4-((R)-3-(hydroxymethyl)piperidin-1-yl)pyrido[4,3-d]pyrimidin-7-yl)naphthalen-2-ol